pyrocatechol-borate B(O)(O)OC=1C(O)=CC=CC1